(R)-2-((1-(3-cyclopropyl-6-fluoro-4-oxo-2-(tetrahydro-2H-pyran-4-yl)-3,4-dihydroquinazolin-8-yl)ethyl)amino)-5-fluorobenzoic acid C1(CC1)N1C(=NC2=C(C=C(C=C2C1=O)F)[C@@H](C)NC1=C(C(=O)O)C=C(C=C1)F)C1CCOCC1